O1C(=NC2=C1C=CC=C2)C=2C(=C(C(=C(C2C2=CC=C(C=C2)N2C1=CC=CC=C1C=1C=C(C=CC21)C)C2=CC=C(C=C2)N2C1=CC=CC=C1C=1C=C(C=CC21)C2=CC=CC=C2)C2=CC=C(C=C2)N2C1=CC=CC=C1C=1C=C(C=CC21)C)C#N)C2=CC=C(C=C2)N2C1=CC=CC=C1C=1C=C(C=CC21)C 5'-(benzo[d]oxazol-2-yl)-4''-(3-methyl-9H-carbazol-9-yl)-4',6'-bis(4-(3-methyl-9H-carbazol-9-yl)phenyl)-4-(3-phenyl-9H-carbazol-9-yl)-[1,1':2',1''-terphenyl]-3'-carbonitrile